[6-(3-cyclopropyl-1,2,4-triazol-1-yl)-2-azaspiro[3.3]heptan-2-yl]-[6-[[3-(trifluoromethyl)isothiazol-5-yl]methyl]-2,6-diazaspiro[3.3]heptan-2-yl]methanone C1(CC1)C1=NN(C=N1)C1CC2(CN(C2)C(=O)N2CC3(C2)CN(C3)CC3=CC(=NS3)C(F)(F)F)C1